N-[(1s,4s)-4-{[6-chloro-2-(trifluoromethyl)quinolin-4-yl]amino}cyclohexyl]-3-(1,3-thiazol-2-yl)propanamide ClC=1C=C2C(=CC(=NC2=CC1)C(F)(F)F)NC1CCC(CC1)NC(CCC=1SC=CN1)=O